C(C=C\C=C/CCCCC)=O 4Z-Decadienal